racemic-8-chloro-2-(hydroxymethyl)chroman-4-one ClC=1C=CC=C2C(C[C@@H](OC12)CO)=O |r|